C1(CC1)C([C@@H](C(=O)NC1=NC(=C(C=C1)C=1C(=[N+](C=C(C1)C)[O-])C)F)NC(=O)C=1C(=NOC1)CC)C1CC1 N-[(1S)-1-(dicyclopropylmethyl)-2-[[5-(2,5-dimethyl-1-oxido-pyridin-1-ium-3-yl)-6-fluoro-2-pyridyl]amino]-2-oxo-ethyl]-3-ethyl-isoxazole-4-carboxamide